3-[2-(2-{2-[2-(2,2,2-trifluoro-acetamido)-ethoxy]-ethoxy}-ethoxy)-ethoxy]-propionic acid FC(C(=O)NCCOCCOCCOCCOCCC(=O)O)(F)F